(Z)-3-(5-(4-amino-3-(4-(4-(1-(4-hydroxyphenyl)-2-phenylbut-1-en-1-yl)phenoxy)butoxy)phenyl)-1-oxoisoindolin-2-yl)piperidine-2,6-dione NC1=C(C=C(C=C1)C=1C=C2CN(C(C2=CC1)=O)C1C(NC(CC1)=O)=O)OCCCCOC1=CC=C(C=C1)\C(=C(\CC)/C1=CC=CC=C1)\C1=CC=C(C=C1)O